Tert-butyl (4aR,7aR)-octahydro-6H-pyrrolo[3,4-b]pyridine-6-carboxylate N1[C@@H]2[C@H](CCC1)CN(C2)C(=O)OC(C)(C)C